C(C)(C)(C)OC(=O)N1CCC(CC1)(C1=C(C=CC=C1)C(C)C)C(NC=1C(=NC(=CC1)C)OC(F)F)=O 4-((2-(difluoromethoxy)-6-methylpyridin-3-yl)carbamoyl)-4-(2-isopropylphenyl)piperidine-1-carboxylic acid tert-butyl ester